COC(C1=CC=CC(=C1)I)=O 5-iodobenzoic acid methyl ester